((2-(2,6-Dioxopiperidin-3-yl)-1,3-dioxoisoindolin-4-yl)amino)hexanoic acid O=C1NC(CCC1N1C(C2=CC=CC(=C2C1=O)NC(C(=O)O)CCCC)=O)=O